4-amino-2-hydroxy-3-methoxybenzoic acid NC1=C(C(=C(C(=O)O)C=C1)O)OC